3,3-difluoropyrrole FC1(C=NC=C1)F